NCC=1OC=C(N1)C=O [2-(aminomethyl)-1,3-oxazol-4-yl]methanone